COC=1C=C(OC=2C=C(N)C=C(C2)OC2=CC(=C(C=C2)N)OC)C=CC1N 3,5-bis(3-methoxy-4-aminophenoxy)aniline